BrC1=C(C=CC=C1)NC1=NC(=NC=C1C(=O)N)NC1=C(C=C2CCNCC2=C1)OC 4-[(2-bromophenyl)amino]-2-[(6-methoxy-1,2,3,4-tetrahydroisoquinolin-7-yl)amino]pyrimidine-5-carboxamide